CC1=NC(=CC(=N1)NC1=NN2C(C=C(C=C2)C2=C(C=NN2C)OCC(=O)C2(CC2)C)=C1)C 2-((5-(2-((2,6-dimethylpyrimidin-4-yl)amino)pyrazolo[1,5-a]pyridin-5-yl)-1-methyl-1H-pyrazol-4-yl)oxy)-1-(1-methylcyclopropyl)ethan-1-one